alpha-benzoyl-L-tyrosine C(C1=CC=CC=C1)(=O)[C@](N)(CC1=CC=C(C=C1)O)C(=O)O